C(C)(C)(C)OC(C(CC(=O)O)CC)=O ethyl-succinic acid tert-butyl ester